OC(C=O)CC(=CCCC(CC)C)C hydroxy-4,8-dimethyl-dec-4-enal